C[C@@H]1C[C@@H](C[C@H](C1)C1=C2N=CC=NC2=C(C=C1)C(F)(F)F)N (1S,3S,5S)-3-methyl-5-(8-(trifluoromethyl)quinoxalin-5-yl)cyclohexylamine